7-bromo-2-methoxy-1H-pyrrolo[3,2-b]pyridine BrC1=C2C(=NC=C1)C=C(N2)OC